tert-butyl (5-bromo-3-ethynyl-pyrazin-2-yl)(tert-butoxycarbonyl)carbamate BrC=1N=C(C(=NC1)N(C(OC(C)(C)C)=O)C(=O)OC(C)(C)C)C#C